O=C1NC(CCC1N1C(C2=CC=CC(=C2C1=O)NCC=1C=NN(C1)[C@H]1CC(N(CC1)C(=O)OC(C)(C)C)(C)C)=O)=O tert-Butyl (4R)-4-(4-(((2-(2,6-dioxopiperidin-3-yl)-1,3-dioxoisoindolin-4-yl)amino)methyl)-1H-pyrazol-1-yl)-2,2-dimethylpiperidine-1-carboxylate